C(#C)C1=CC2=C(C=3N(CCC2)C2=C(C3C3=CC(=C(C=C3)OC3=NC=CC(=N3)C)F)C(=NC=N2)C)C=N1 3-Ethynyl-13-(3-fluoro-4-((4-methylpyrimidin-2-yl)oxy)phenyl)-12-methyl-6,7-dihydro-5H-pyrido[3,4-c]pyrimido[5',4':4,5]pyrrolo[1,2-a]azepine